N-leucyl-benzenesulfonamide N[C@@H](CC(C)C)C(=O)NS(=O)(=O)C1=CC=CC=C1